OCC(COC)(C)NC(=O)C1=C(OC2=C1C=C(C=C2)OCC2(CC2)C(F)(F)F)C N-(1-hydroxy-3-methoxy-2-methylpropan-2-yl)-2-methyl-5-{[1-(trifluoromethyl)cyclopropyl]methoxy}-1-benzofuran-3-carboxamide